N[C@@H](CO)C(=O)OC(CCCCCCCCCCCCCCCCCCCCC)=O.C(C)(CC)N[SiH2]NC(C)CC Bis(secondary butylamino)silane seryl-behenate